C(CCCCCCC)C=1NC2=C(N1)C=CC=C2 2-OCTYLBENZIMIDAZOLE